CCCCCC=CCC1CC(=O)OC1=O 2-octen-1-ylsuccinic anhydride